4-oxo-quinolizine-3-carboxylate O=C1C(=CC=C2C=CC=CN12)C(=O)[O-]